FC=1C2=C(N=CN1)CN(CC2)C(=O)OC(C)(C)C tert-Butyl 4-fluoro-5,8-dihydropyrido[3,4-d]pyrimidine-7(6H)-carboxylate